C1(=CC=CC=C1)N(C1=C(C(=CC=C1)C1=CC=C(C=C1)N(C1=CC=CC2=CC=CC=C12)C1=CC=CC=C1)C1=CC=CC=C1C[S+](C)C1=CC=C(C=C1)O)C1=CC=CC2=CC=CC=C12 3,4'-bis[phenyl-(1-naphthyl)amino]biphenylbenzyl(4-hydroxyphenyl)-methylsulfonium